4-((4-(5-(trifluoromethyl)-1,2,4-oxadiazol-3-yl)phenyl)amino)cyclobut-3-ene-1,2-dione FC(C1=NC(=NO1)C1=CC=C(C=C1)NC1=CC(C1=O)=O)(F)F